2-Bromopropanedial BrC(C=O)C=O